COC(CCC(C=C)=O)=O 4-Oxohexa-5-enoic acid methyl ester